C(C)(C)(C)NC(=O)C1=C2C=CN(C2=CC=C1C=1N(C=CC1I)S(=O)(=O)C1=CC=C(C)C=C1)C(=O)OC(C)(C)C tert-butyl 4-(tert-butylcarbamoyl)-5-(3-iodo-1-tosyl-1H-pyrrol-2-yl)-1H-indole-1-carboxylate